N-(cyclohexylmethyl)-N-(4-hydroxybutyl)-3-methyl-5-(1-methyl-6-oxo-1,6-dihydropyridin-3-yl)benzo[b]thiophene-2-carboxamide C1(CCCCC1)CN(C(=O)C1=C(C2=C(S1)C=CC(=C2)C2=CN(C(C=C2)=O)C)C)CCCCO